C1(CC1)C=1C=CC2=C(C(=N[C@@H](C=3N2C=NC3C3=NC(=NO3)C(C)C)C)C3=C(C=CC=C3)F)C1 (R)-5-(8-Cyclopropyl-6-(2-fluorophenyl)-4-methyl-4H-benzo[f]imidazo[1,5-a][1,4]diazepin-3-yl)-3-isopropyl-1,2,4-oxadiazole